7-chloro-1-methyl-4-(5,6,7,8-tetrahydroquinolin-3-ylmethyl)benzoimidazol-2-amine ClC1=CC=C(C2=C1N(C(=N2)N)C)CC=2C=NC=1CCCCC1C2